OC1=C(OC2=CC(=C(C=C2C1=O)OC)OC)C1=CC=C(C=C1)C 3-hydroxy-6,7-dimethoxy-2-(p-tolyl)-4H-chromen-4-one